N1N=NN=C1C=1C=C(CSC2=NC(=CC(N2)=O)C(F)(F)F)C=CC1 2-[3-(1H-Tetrazol-5-yl)-benzylsulfanyl]-6-trifluoromethyl-3H-pyrimidin-4-one